BrC(COP(=O)([O-])[O-])CBr 2,3-dibromopropylphosphat